FC1=C(C=CC=C1C(C)C=1N=C(NC1)C1=C(C=CC(=C1)OC=1C(=C2C=CNC2=CC1F)S(=O)(=N)C)F)CCC(=O)O 3-(2-fluoro-3-(1-(2-(2-fluoro-5-((6-fluoro-4-(S-methylsulfonimidoyl)-1H-indol-5-yl)oxy)phenyl)-1H-imidazol-4-yl)ethyl)phenyl)propanoic acid